O1C(C1)[C@H]1N(CC2=CC=CC=C2C1)C(=O)OC(C)(C)C tert-butyl (3S)-3-(oxiran-2-yl)-3,4-dihydroisoquinoline-2(1H)-carboxylate